CN(C)C=C1C(CC(CC1=O)C1=CC=NC2=CC=CC=C12)=O 2-((dimethylamino)methylene)-5-(quinolin-4-yl)cyclohexane-1,3-dione